BrC=1C=C(C(=NC1)COC1=CC=CC(=N1)C1=CC(=C(C=C1F)CC=1N(C2=C(N1)C=CC(=C2)C(=O)OC)C[C@H]2OCC2)F)Cl Methyl 2-[[4-[6-[(5-bromo-3-chloro-2-pyridyl)methoxy]-2-pyridyl]-2,5-difluoro-phenyl]methyl]-3-[[(2S)-oxetan-2-yl]methyl]benzimidazole-5-carboxylate